COC1=CC=C(C=C1)C(C)C=1C2=C(C(N(C1)C)=O)N(C(=C2)C=2C=NN(C2)C2COC2)C2=C(C=CC=C2)C 4-(1-(4-methoxyphenyl)ethyl)-6-methyl-2-(1-(oxetan-3-yl)-1H-pyrazol-4-yl)-1-tolyl-1,6-dihydro-7H-pyrrolo[2,3-c]pyridin-7-one